C[C@@H]1CNC[C@@H](N1C)C (3R,5S)-3,4,5-trimethylpiperazin